NC1=C(C=C(C=C1)CCN1[C@H](O[C@H](C1=O)C)C=1C(=NN(C1)C1=CC=C(C=C1)Br)C1=CC=C(C=C1)F)Cl (2R,5S)-3-(4-amino-3-chlorophenylethyl)-2-(1-(4-bromophenyl)-3-(4-fluorophenyl)-1H-pyrazol-4-yl)-5-methyloxazolidin-4-one